N[C@H](C(=O)OC)CC1=NNC2=NC=CC=C21 methyl (S)-2-amino-3-(1H-pyrazolo[3,4-b]pyridin-3-yl)propanoate